8-chloro-5-((2-(3-(6-fluoro-[1,2,4]triazolo[4,3-a]pyridin-7-yl)propyl)-2-azaspiro[3.3]heptan-6-yl)(methyl)amino)-2-methylphthalazin-1(2H)-one ClC=1C=CC(=C2C=NN(C(C12)=O)C)N(C)C1CC2(CN(C2)CCCC2=CC=3N(C=C2F)C=NN3)C1